3-Amino-3-({1-[(2,2,4,4-tetramethyl-1-oxo-1lambda4-thietan-3-yl)carbamoyl]ethyl}carbamoyl)propanoic acid NC(CC(=O)O)C(NC(C)C(NC1C(S(C1(C)C)=O)(C)C)=O)=O